butyl 4-{2-[6-(methoxymethoxy)-2,7-dimethylindazol-5-yl]thieno[2,3-d][1,3]thiazol-5-yl}piperidine-1-carboxylate COCOC=1C(=CC2=CN(N=C2C1C)C)C=1SC2=C(N1)SC(=C2)C2CCN(CC2)C(=O)OCCCC